N1=C(C=CC=C1)C(C)=NO 1-(pyridin-2-yl)ethan-1-one oxime